2-(4-nitro-1H-pyrazol-1-yl)cyclobutan-1-one [N+](=O)([O-])C=1C=NN(C1)C1C(CC1)=O